N-{(S)-1-carbonyl-1-{{(S)-1-carbonyl-3-[(S)-2-carbonylpyrrolidin-3-yl]propan-2-yl}amino}-3-phenylpropan-2-yl}quinoline-2-carboxamide C(=O)=C([C@H](CC1=CC=CC=C1)NC(=O)C1=NC2=CC=CC=C2C=C1)N[C@H](C=C=O)C[C@H]1C(NCC1)=C=O